2-(4-bromo-2H-indazol-2-yl)-1-(2-methylpyridin-4-yl)ethan-1-ol BrC=1C2=CN(N=C2C=CC1)CC(O)C1=CC(=NC=C1)C